N[C@@H](CCCCN)C(=O)O exo-lysine